4-chloro-7-(trimethylgermyl)benzo[c][2,7]naphthyridine ClC=1N=CC=C2C3=C(N=CC12)C(=CC=C3)[Ge](C)(C)C